ClC(C(CCl)Cl)Cl 1,1,2,3-Tetrachloropropane